(2S,4S)-N-(3,4-Difluorophenyl)-N-ethyl-4-(((3S,4R)-3-hydroxytetrahydro-2H-pyran-4-yl)(methyl)amino)-1-(6-methyl-4-(trifluoromethyl)pyridin-2-yl)pyrrolidine-2-carboxamide FC=1C=C(C=CC1F)N(C(=O)[C@H]1N(C[C@H](C1)N(C)[C@H]1[C@@H](COCC1)O)C1=NC(=CC(=C1)C(F)(F)F)C)CC